(R or S)-1-(5-fluoro-1-(6-((R)-3-(2-hydroxypropan-2-yl)pyrrolidin-1-yl)pyrimidin-4-yl)-1H-indazol-6-yl)spiro[2.2]pentane-1-carbonitrile FC=1C=C2C=NN(C2=CC1[C@]1(CC12CC2)C#N)C2=NC=NC(=C2)N2C[C@@H](CC2)C(C)(C)O |o1:10|